4-benzhydryl-6-chloroaniline C(C1=CC=CC=C1)(C1=CC=CC=C1)C1=CC=C(N)C(=C1)Cl